5-(2-(6-(4,4-dimethylpiperidin-1-yl)pyridin-3-ylamino)-5-methylpyrimidin-4-ylamino)benzo[d]oxazol-2(3H)-one CC1(CCN(CC1)C1=CC=C(C=N1)NC1=NC=C(C(=N1)NC=1C=CC2=C(NC(O2)=O)C1)C)C